C(C1=CC=CC=C1)N1N=C(N=C1)C(=O)N[C@@H]1C(N(C=2N(CC1)N=C(C2)CNCC(F)(F)F)C)=O (S)-1-benzyl-N-(4-methyl-5-oxo-2-(((2,2,2-trifluoroethyl)amino)methyl)-5,6,7,8-tetrahydro-4H-pyrazolo[1,5-a][1,3]diazepin-6-yl)-1H-1,2,4-triazole-3-carboxamide